3-amino-5-chloro-1-methylpyridin-2(1H)-one NC=1C(N(C=C(C1)Cl)C)=O